1-(tert-butyl) 6'-methyl 7'-methyl-4'-oxaspiro[azetidine-3,2'-chroman]-1,6'-dicarboxylate CC1=C(C=C2OCC3(OC2=C1)CN(C3)C(=O)OC(C)(C)C)C(=O)OC